sorbitol distearate C(CCCCCCCCCCCCCCCCC)(=O)O.C(CCCCCCCCCCCCCCCCC)(=O)O.OC[C@H](O)[C@@H](O)[C@H](O)[C@H](O)CO